4-methoxycarbonylphenyl isocyanate COC(=O)C1=CC=C(C=C1)N=C=O